N-(3-cyclopropyl-1-methyl-1H-indazol-5-yl)-4-((2-hydroxyethyl)sulphonamido)-2-(6-azaspiro[2.5]oct-6-yl)benzamide C1(CC1)C1=NN(C2=CC=C(C=C12)NC(C1=C(C=C(C=C1)NS(=O)(=O)CCO)N1CCC2(CC2)CC1)=O)C